BrC=1C=C(N(C1)S(=O)(=O)CC1=CC=CC=C1)C=COC 4-bromo-2-(2-methoxyvinyl)-1-toluenesulfonyl-1H-pyrrole